(S)-1-(2-fluoropropyl)-N-(6-(1-methyl-5-(piperidin-1-ylmethyl)-1H-pyrazol-4-yl)isoquinolin-3-yl)piperidine-4-carboxamide F[C@H](CN1CCC(CC1)C(=O)NC=1N=CC2=CC=C(C=C2C1)C=1C=NN(C1CN1CCCCC1)C)C